ethyl 1-[4-[2-(dimethylamino)ethoxy]phenyl]-6-fluoro-7-[(2R)-2-[[(3-methylpyridin-2-yl)oxy]methyl]pyrrolidin-1-yl]-4-oxoquinoline-3-carboxylate CN(CCOC1=CC=C(C=C1)N1C=C(C(C2=CC(=C(C=C12)N1[C@H](CCC1)COC1=NC=CC=C1C)F)=O)C(=O)OCC)C